4-[(E)-(3-methyl-1,3-benzothiazol-2-ylidene)methyl]-1-phenylquinolin CN1/C(/SC2=C1C=CC=C2)=C\C2=CCN(C1=CC=CC=C21)C2=CC=CC=C2